FC1=C(C(=O)N2CCC(CC2)OC2CCN(CC2)CC(=O)N2CCN(CC2)C(=O)C=2C=C(C=CC2F)CC2=NNC(C3=CC=CC=C23)=O)C(=CC(=C1)C1=CC=CC=C1)F 4-[[3-[4-[2-[4-[[1-(2,6-difluoro-4-phenyl-benzoyl)-4-piperidyl]oxy]-1-piperidyl]acetyl]piperazine-1-carbonyl]-4-fluoro-phenyl]methyl]-2H-phthalazin-1-one